O1CC(NCCC1)C(=O)O [1,4]Oxazepan-3-carboxylic acid